FS(=O)(=O)N1C=NC=C1 N-(fluorosulfonyl)imidazole